2-Chloro-N-(3-fluoro-4-(1-methyl-4-(trifluoromethyl)-1H-imidazol-2-yl)benzyl)-5-(1-(4,4,5,5-Tetramethyl-1,3,2-dioxaborolane-2-yl)cyclopropyl)pyrimidin-4-amine ClC1=NC=C(C(=N1)NCC1=CC(=C(C=C1)C=1N(C=C(N1)C(F)(F)F)C)F)C1(CC1)B1OC(C(O1)(C)C)(C)C